FC1=C(CNC2=NC=CC(=N2)O[C@@H]2C[C@@H](N(CC2)CC2=NC3=C(N2C[C@H]2OCC2)C=C(C=C3)C(=O)O)C)C=CC(=C1)F (((2S,4S)-4-((2-((2,4-Difluorobenzyl)amino)pyrimidin-4-yl)oxy)-2-methylpiperidin-1-yl)methyl)-1-(((S)-oxetan-2-yl)methyl)-1H-benzo[d]imidazole-6-carboxylic acid